[Na+].[Na+].N(CC(=O)[O-])CC(=O)[O-] iminodiacetate disodium